C(C)(=O)OC[C@H](CC=1N=CNC1)NC(C(CNC(=O)OCC1C2=CC=CC=C2C=2C=CC=CC12)(F)F)=O (S)-2-(3-(((9H-fluoren-9-yl)methoxy)carbonylamino)-2,2-difluoropropanamido)-3-(1H-imidazol-4-yl)propyl acetate